4-(ACETAMIDOMETHYL)-3-METHOXYPHENYLBORONIC ACID C(C)(=O)NCC1=C(C=C(C=C1)B(O)O)OC